tert-butyl (3E)-2,2-dimethyl-3-[3-(4-methylpyrimidin-2-yl)prop-2-yn-1-ylidene]pyrrolidine-1-carboxylate CC/1(N(CC\C1=C/C#CC1=NC=CC(=N1)C)C(=O)OC(C)(C)C)C